The molecule is an O-acylcarnitine having acetyl as the acyl substituent. It has a role as a human metabolite. It derives from an acetic acid. It is a conjugate base of an O-acetylcarnitinium. CC(=O)OC(CC(=O)[O-])C[N+](C)(C)C